(S)-(2-((5-chloro-2-((7-(pyrrolidin-1-yl)-6,7,8,9-Tetrahydro-5H-benzo[7]annulen-2-yl)amino)pyrimidin-4-yl)amino)-5-(methoxymethyl)phenyl)dimethylphosphine oxide ClC=1C(=NC(=NC1)NC=1C=CC2=C(CC[C@H](CC2)N2CCCC2)C1)NC1=C(C=C(C=C1)COC)P(C)(C)=O